((3-(5-(7H-pyrrolo[2,3-d]pyrimidin-4-yl)pyridin-2-yl)-3,6-diazabicyclo[3.1.1]heptan-6-yl)methyl)-4-fluoro-5-methoxyphenol N1=CN=C(C2=C1NC=C2)C=2C=CC(=NC2)N2CC1N(C(C2)C1)CC1=C(C=C(C(=C1)F)OC)O